2,2',2'',2'''-(1,4,7,10-tetraazacyclododecane-1,4,7,10-tetrayl)tetraacetic acid tetraethyl ester C(C)OC(CN1CCN(CCN(CCN(CC1)CC(=O)OCC)CC(=O)OCC)CC(=O)OCC)=O